[2-(2,4-Difluorophenyl)tetrazol-5-yl]-[6-methoxy-1-methyl-4-(1-methylpyrazol-4-yl)-3,4-dihydro-1H-isoquinolin-2-yl]methanone FC1=C(C=CC(=C1)F)N1N=C(N=N1)C(=O)N1C(C2=CC=C(C=C2C(C1)C=1C=NN(C1)C)OC)C